Methyl 2-(bromomethyl)-4-chloro-3-(trifluoromethyl)benzoate BrCC1=C(C(=O)OC)C=CC(=C1C(F)(F)F)Cl